FC(OC=1C=C(C=C(C1)F)C1=CC=C2C(N(CN(C2=C1)S(=O)(=O)C1=CC(=CC=C1)C(F)(F)F)C)=O)F 7-(3-(difluoromethoxy)-5-fluorophenyl)-3-methyl-1-((3-(trifluoromethyl)phenyl)sulfonyl)-2,3-dihydroquinazolin-4(1H)-one